NC1=CN=C(C2=CC=C(C=C12)C=1C=C2C(=NN(C2=CC1)C(C)C)COC1=C(C=CC=C1)CC(=O)O)OC 2-(2-((5-(4-amino-1-methoxyisoquinolin-6-yl)-1-isopropyl-1H-indazol-3-yl)methoxy)phenyl)acetic acid